NCC1=CC(=C(C=C1)NC(=O)C1=CC2=C(OCCC3=C2SC=C3)C=C1C=1C(=NC(=CC1)C(NC(C)C)=O)C(=O)OC)C methyl 3-(9-((4-(aminomethyl)-2-methylphenyl)carbamoyl)-4,5-dihydrobenzo[b]thieno[2,3-d]oxepin-8-yl)-6-(isopropylcarbamoyl)picolinate